1,3-dibenzyl-4-methylbenzene C(C1=CC=CC=C1)C1=CC(=C(C=C1)C)CC1=CC=CC=C1